(1H-imidazol-1-yl)(4-(trifluoromethoxy)phenyl)methanone N1(C=NC=C1)C(=O)C1=CC=C(C=C1)OC(F)(F)F